O1C2=C(C=C1)C=CC1=CC=CC=C12 naphtho[1,2-b]furan